ClC=1C=C(C(=NC1)[C@@]1(OC2=C(C=CC=C2C=C1)C1CCN(CC1)CC1=NC=2C(=NC(=CC2)C(=O)O)N1C[C@H]1OCC1)C)F 2-((4-((R)-2-(5-chloro-3-fluoropyridin-2-yl)-2-methyl-2H-chromen-8-yl)piperidin-1-yl)methyl)-3-(((S)-oxetan-2-yl)methyl)-3H-imidazo[4,5-b]pyridine-5-carboxylic acid